9,9-dioctylfluorenyl-2,7-di-2-thienyl-2,1,3-benzothiadiazole C(CCCCCCC)C1(C2=CC=CC=C2C=2C=CC=C(C12)C1=CC=C(C2=NS(N=C21)C=2SC=CC2)C=2SC=CC2)CCCCCCCC